N1=C(C=CC=C1)CN(CC1=NC=CC=C1)CCO N,N-bis(2-pyridylmethyl)-2-hydroxyethylamine